O=C1NC(CCC1N1C(N(C2=C1C=CC(=C2)C2CCN(CC2)CC2CCN(CC2)C(=O)[O-])C)=O)=O 4-((4-(1-(2,6-dioxopiperidin-3-yl)-3-methyl-2-oxo-2,3-dihydro-1H-benzo[d]Imidazol-5-yl)piperidin-1-yl)methyl)piperidine-1-carboxylate